1,5-anhydro-2,3-dideoxy-3-(((7-(3-fluoro-4-((4-hydroxybenzyl)carbamoyl)-benzyl)-4-methoxy-2,3-dihydro-1-benzofuran-5-yl)carbonyl)amino)-L-threo-pentitol FC=1C=C(CC2=CC(=C(C=3CCOC32)OC)C(=O)N[C@H]3CCOC[C@@H]3O)C=CC1C(NCC1=CC=C(C=C1)O)=O